4-((4-cyclopropyl-5-fluoro-2-(N-methylmethanesulfonamido)phenyl)amino)-N-ethoxynicotinamide C1(CC1)C1=CC(=C(C=C1F)NC1=CC=NC=C1C(=O)NOCC)N(S(=O)(=O)C)C